CC=1OC(=CC1C(=O)NC1=NC(=NS1)CC(C(F)(F)F)(C)O)C1=CC(=CC=C1)OC 2-Methyl-5-(3-methoxyphenyl)-N-(3-(3,3,3-trifluoro-2-hydroxy-2-methylpropyl)-1,2,4-Thiadiazol-5-yl)furan-3-carboxamide